1-(2-{1-[2-(2-amino-ethoxy)-ethyl]-piperidin-4-yl}-5-tert-butyl-2H-pyrazol-3-yl)-3-[4-(5-methoxy-benzoimidazol-1-yl)-phenyl]-urea NCCOCCN1CCC(CC1)N1N=C(C=C1NC(=O)NC1=CC=C(C=C1)N1C=NC2=C1C=CC(=C2)OC)C(C)(C)C